Cl.OCCSCCN hydroxyethylthioethylamine hydrochloride